3-(1-naphthyl)-2-phenylpropionamide C1(=CC=CC2=CC=CC=C12)CC(C(=O)N)C1=CC=CC=C1